ClC=1C=C2C=CNC2=C(C1)B1OC(C(O1)(C)C)(C)C 5-chloro-7-(4,4,5,5-tetramethyl-1,3,2-dioxaborolan-2-yl)-1H-indole